O(C1=CC=CC=C1)CCCN1C(C(NC2=CC=CC=C12)=O)=O 1-(3-phenoxypropyl)quinoxaline-2,3(1h,4h)-dione